FC(OC=1C=C(OC2=CC=CC(=N2)C=2C(=C(C=CC2)O)F)C=CC1F)F 3-{6-[3-(difluoromethoxy)-4-fluorophenoxy]pyridin-2-yl}-2-fluorophenol